N-phenyl-benzene-1,3-diamine C1=CC=C(C=C1)NC2=CC=CC(=C2)N.Cl